C1(CC1)C(C=1C=NC=CC1)OC1=CC=C(C=C1)B1OC(C(O1)(C)C)(C)C 3-(cyclopropyl(4-(4,4,5,5-tetramethyl-1,3,2-dioxaborolan-2-yl)phenoxy)methyl)pyridine